N=1C=CN2N=C(C=CC21)C2=CNC=1N=C(N=CC12)NC(C)C 5-(imidazo[1,2-b]pyridazin-6-yl)-N-isopropyl-7H-pyrrolo[2,3-d]pyrimidin-2-amine